CC1=CC=C(C=C1)S(=O)(=O)OCCC1=CC(=C(C=C1)F)F 3,4-difluorophenethyl 4-methylbenzenesulfonate